2-[[(2-methylphenyl)imino]methyl]-phenol CC1=C(C=CC=C1)N=CC1=C(C=CC=C1)O